(S)-2-methyl-5-(1-methyl-vinyl)-2-cyclohexene-1-one CC=1C(C[C@H](CC1)C(=C)C)=O